O=C1NC(CCC1NC1=CC(=C(C=C1)N1CCC(CC1)=CC1=C2CCN(CC2=C(C=C1)F)C(=O)OCC1=CC=CC=C1)F)=O benzyl 5-[[1-[4-[(2,6-dioxo-3-piperidyl)amino]-2-fluoro-phenyl]-4-piperidylidene]methyl]-8-fluoro-3,4-dihydro-1H-isoquinoline-2-carboxylate